N-(2,3-dihydro-1,4-benzoxazin-4-yl)-4-(3-fluoroazetidin-1-yl)-8-(2,3,5-trifluorophenyl)quinoline O1CCN(C2=C1C=CC=C2)N2CC=C(C1=CC=CC(=C21)C2=C(C(=CC(=C2)F)F)F)N2CC(C2)F